4-bromo-2-(4-chlorophenyl)-5-trifluoromethylpyrrole-3-carbonitrile BrC=1C(=C(NC1C(F)(F)F)C1=CC=C(C=C1)Cl)C#N